C(CCCCCCC)C1=CC=C(C=C1)NC1=CC=C(C=C1)CCCCCCCC bis(4-octylphenyl)amine